COC=O.C1(=CC=CC=C1)C1N=C(C2=CC=CC=C12)C1=CC=CC=C1 1,3-diphenyl-1H-isoindole methyl-formate